BrC=1C(=NN(C1)CC(C)OC)C 4-bromo-1-(2-methoxypropyl)-3-methyl-pyrazole